C(C1=CC=CC=C1)OC(=O)N[C@@H](CC(=O)OC(C)(C)C)COC tert-butyl (S)-3-(((benzyloxy) carbonyl) amino)-4-methoxybutyrate